C12COCC(CC1)N2C(=O)C2=CC=C(C=C2)C(=O)N2C[C@@H]([C@H](CC2)N2CC1=CC=C(C=C1CC2)F)O (4-(3-oxa-8-azabicyclo[3.2.1]octane-8-carbonyl)phenyl)((3S,4S)-4-(6-fluoro-3,4-dihydroisoquinolin-2(1H)-yl)-3-hydroxypiperidin-1-yl)methanone